CCCC(N(C)C)N(C)C N,N,N',N'-tetramethylbutanediamine